BrCCOC1OCCCC1 2-(2-bromoethoxy)oxane